N-(cyclohexylmethyl)-1-[4-(4-{2-[3-(trifluoromethoxy)phenyl]acetamido}-1H-1,2,3-triazol-1-yl)butyl]-1H-1,2,3-triazole-4-carboxamide C1(CCCCC1)CNC(=O)C=1N=NN(C1)CCCCN1N=NC(=C1)NC(CC1=CC(=CC=C1)OC(F)(F)F)=O